FC1=C2NC(C=3N(C2=CC=C1)C=NC3)=O 6-fluoroimidazo[1,5-a]quinoxalin-4(5H)-one